1-(oxan-4-yl)-4-(3,3,4,4-tetramethyl-borolan-1-yl)-1H-pyrazole O1CCC(CC1)N1N=CC(=C1)B1CC(C(C1)(C)C)(C)C